C(C)(=O)C1=C(C(=C(S1)NC1=C(C=C(C=C1)I)F)C(=O)O)CC 5-acetyl-4-ethyl-2-((2-fluoro-4-iodophenyl)amino)thiophene-3-carboxylic acid